FC1(CC(CC1)NC1=NC(=NC(=N1)NC=1C=NC=C(C1)C(F)(F)F)C1=NC(=CC=C1)C(F)(F)F)F N2-(3,3-difluorocyclopentyl)-6-(6-(trifluoromethyl)pyridin-2-yl)-N4-(5-(trifluoromethyl)pyridin-3-yl)-1,3,5-triazine-2,4-diamine